octahydro-pyrrolopyrrole N1CCC2C1CCN2